3-(1-(3-(dimethylamino)propyl)-1H-indol-3-yl)-4-(1H-indol-3-yl)-1H-pyrrole-2,5-dione hydrochloride Cl.CN(CCCN1C=C(C2=CC=CC=C12)C=1C(NC(C1C1=CNC2=CC=CC=C12)=O)=O)C